ClC=1C(=NC=NC1OC1=CC=C(C=C1)O)NC(C1=CC=CC=C1)=O N-(5-chloro-6-(4-hydroxyphenoxy)pyrimidin-4-yl)benzamide